O=C(NCCOCCOCCOCCC(=O)OC(C)(C)C)C1=CC=C(C=C1)CN(CCCCCCCCNC(CCCC[C@@H]1SC[C@@H]2NC(=O)N[C@H]12)=O)CCCCCCCNC(CCCC[C@@H]1SC[C@@H]2NC(=O)N[C@H]12)=O tert-Butyl 1-Oxo-1-(4-(((7-(biotinylamino)heptyl)-(8-(biotinylamino) octyl)amino)methyl)phenyl)-5,8,11-trioxa-2-azatetradecan-14-oate